CC=1C=C(C=O)C=CC1C(=C)C 3-methyl-4-(prop-1-en-2-yl)benzaldehyde